N1=CC(=CC=C1)C1=NN=CO1 5-(pyridin-3-yl)-1,3,4-oxadiazol